OC1=CC=C(C=C1)\N=C\C1=C(C=CC(=C1)[N+](=O)[O-])O 2-{(E)-[(4-hydroxyphenyl)imino]methyl}-4-nitrophenol